N-((1,1-dioxidotetrahydrothiophen-3-yl)methyl)-4-(isopropylamino)-6-(1H-pyrazol-4-yl)quinoline-3-carboxamide O=S1(CC(CC1)CNC(=O)C=1C=NC2=CC=C(C=C2C1NC(C)C)C=1C=NNC1)=O